CC1=NC(=CC=C1[N+](=O)[O-])OC1=CC=CC=C1 methyl-3-nitro-6-phenoxypyridine